sodium 2,4,6-tribromophenolate BrC1=C(C(=CC(=C1)Br)Br)[O-].[Na+]